3-(6-fluoro-1-oxo-4-((4-(piperidin-1-ylmethyl)benzyl)thio)isoindolin-2-yl)piperidine-2,6-dione FC1=CC(=C2CN(C(C2=C1)=O)C1C(NC(CC1)=O)=O)SCC1=CC=C(C=C1)CN1CCCCC1